FC1=C(C(=CC=C1)[C@@H]1NCCC1)C=1N=C2SC3=C(N2C1)C=CC(=C3)C(=O)NCCCN3CCC(CC3)F (R)-2-(2-fluoro-6-(pyrrolidin-2-yl)phenyl)-N-(3-(4-fluoropiperidin-1-yl)propyl)benzo[d]imidazo[2,1-b]thiazole-7-carboxamide